ClC1=C(C=CC(=C1)O)N=C(N)C1=C(C=2N(N=C1)C=C(C2)C=2C=NN(C2)C)NC2C[C@H]1CC[C@@H](C2)N1CC(=O)O 2-((1R,3s,5S)-3-((3-(N'-(2-chloro-4-hydroxyphenyl)carbamimidoyl)-6-(1-methyl-1H-pyrazol-4-yl)pyrrolo[1,2-b]pyridazin-4-yl)amino)-8-azabicyclo[3.2.1]octan-8-yl)acetic acid